NCC=1C=C(C=CC1)C1CCN(CC1)C(=O)C=1C=C(C=CC1)C1=CC(=CC=C1)B(O)O 3'-(4-(3-(aminomethyl)phenyl)piperidine-1-carbonyl)biphenyl-3-ylboronic acid